OCCOC1=C(C=2CC3=CC=CC=C3C2C=C1)OCCO bis[2'-hydroxyethoxy]fluorene